1-amino-4-((4-(tert-butyl)phenyl)amino)cyclohexane-1-carboxylic acid NC1(CCC(CC1)NC1=CC=C(C=C1)C(C)(C)C)C(=O)O